silver-zinc-tin-selenium [Se].[Sn].[Zn].[Ag]